N-(4-(4-amino-7-isopropylimidazo[5,1-f][1,2,4]triazin-5-yl)benzyl)chromane-8-carboxamide NC1=NC=NN2C1=C(N=C2C(C)C)C2=CC=C(CNC(=O)C=1C=CC=C3CCCOC13)C=C2